C(CC)N[C@@H](CC(=O)O)C(=O)O N-propyl-aspartic acid